4-(3-amino-1H-pyrazolo[4,3-b]pyridin-5-yl)-3-chloro-N-(2,3-difluorophenyl)benzenesulfonamide NC1=NNC=2C1=NC(=CC2)C2=C(C=C(C=C2)S(=O)(=O)NC2=C(C(=CC=C2)F)F)Cl